FC1=CC(=C(C=C1)NC(=O)C1(CC1)C(=O)N)OC(C)C 1-N'-(4-fluoro-2-propan-2-yloxyphenyl)cyclopropane-1,1-dicarboxamide